(2R,3R,4S,5R,6R)-2-((2-(benzyloxy)-4-methoxybenzoyl)oxy)-6-(((3,4,5-tris(benzyloxy)benzoyl)oxy)methyl)tetrahydro-2H-pyran-3,4,5-triyl tris(3,4,5-tris(benzyloxy)benzoate) C(C1=CC=CC=C1)OC=1C=C(C(=O)O[C@H]2[C@H](O[C@@H]([C@H]([C@@H]2OC(C2=CC(=C(C(=C2)OCC2=CC=CC=C2)OCC2=CC=CC=C2)OCC2=CC=CC=C2)=O)OC(C2=CC(=C(C(=C2)OCC2=CC=CC=C2)OCC2=CC=CC=C2)OCC2=CC=CC=C2)=O)COC(C2=CC(=C(C(=C2)OCC2=CC=CC=C2)OCC2=CC=CC=C2)OCC2=CC=CC=C2)=O)OC(C2=C(C=C(C=C2)OC)OCC2=CC=CC=C2)=O)C=C(C1OCC1=CC=CC=C1)OCC1=CC=CC=C1